O=C1C(=C(C1=O)N1CC(CC1)C#N)NC1=CC=C(C=C1)C1=NOC(=N1)C(F)(F)F 1-(3,4-dioxo-2-((4-(5-(trifluoromethyl)-1,2,4-oxadiazol-3-yl)phenyl)amino)cyclobut-1-en-1-yl)pyrrolidine-3-carbonitrile